2-(cyclohexylthiomethyl)-5-hydroxy-4H-pyran-4-one C1(CCCCC1)SCC=1OC=C(C(C1)=O)O